OCC(COC1CN(C1)C(COCC#C)=O)NC(COC=1C=C(OC2=CC=C(C=N2)C(=O)N[C@H](C(=O)OC)CCC(C)(C)C)C=CC1)=O methyl (2S)-2-[[6-[3-[2-[[1-(hydroxymethyl)-2-[1-(2-prop-2-ynoxyacetyl)azetidin-3-yl]oxy-ethyl]amino]-2-oxo-ethoxy]phenoxy]pyridine-3-carbonyl]amino]-5,5-dimethyl-hexanoate